4-chloro-2-(4-cyclopentylphenyl)-5-[(4-methoxyphenyl)methylamino]pyridazin-3-one ClC=1C(N(N=CC1NCC1=CC=C(C=C1)OC)C1=CC=C(C=C1)C1CCCC1)=O